C(C)(C)NC1=CC=C(C(=O)NC2=C(C3=C(CNCC3)S2)C=2SC3=C(N2)C=CC(=C3)C=3C=NC(=CC3)N3CCNCC3)C=C1 4-(Isopropylamino)-N-(3-(6-(6-(piperazin-1-yl)pyridin-3-yl)benzo[d]thiazol-2-yl)-4,5,6,7-tetrahydrothieno[2,3-c]pyridin-2-yl)benzamide